4-(2,6-Dichlorophenyl)-2-(3-thienylmethyl)imidazole tert-butyl-3-cyclobutylpyrrolidine-1-carboxylate C(C)(C)(C)OC(=O)N1CC(CC1)C1CCC1.ClC1=C(C(=CC=C1)Cl)C=1N=C(NC1)CC1=CSC=C1